ClC1=CC=C(C=C1)C=1N=C2N(C=CC=N2)C1CN1CC2CCC(C1)N2C(=O)N(C)C 3-{[2-(4-Chlorophenyl)imidazo[1,2-a]pyrimidin-3-yl]methyl}-N,N-dimethyl-3,8-diazabicyclo-[3.2.1]octan-8-carboxamid